1-(ethoxymethoxy)-4-iodobenzene C(C)OCOC1=CC=C(C=C1)I